(1S,2S)-N-((1r,4R)-4-hydroxycyclohexyl)-2-(3-phenylpropyl)cyclopropane-1-carboxamide OC1CCC(CC1)NC(=O)[C@@H]1[C@H](C1)CCCC1=CC=CC=C1